C12(CC3CC(CC(C1)C3)C2)CCCN2CCN(CC2)C(=O)C2=NN(C(=C2C)C2=CC=C(C=C2)Cl)C2=C(C=C(C=C2)Cl)Cl (4-(3-((3r,5r,7r)-adamantan-1-yl)propyl)piperazin-1-yl)(5-(4-chlorophenyl)-1-(2,4-dichloro-phenyl)-4-methyl-1H-pyrazol-3-yl)methanone